6-[(3R)-tetrahydrofuran-3-yl]oxy-3H-imidazo[4,5-b]pyridin-2-one O1C[C@@H](CC1)OC=1C=C2C(=NC1)NC(N2)=O